N1=C(C=CC=C1)CC1=NNC(=C1)N 3-[(pyridin-2-yl)methyl]-1H-pyrazol-5-amine